C1(=CC=CC=C1)S(=O)(=O)OC=1C=C(C=CC1)NC(=O)N N-[3'-[phenylsulfonyloxy]phenyl]urea